C(C)OC(=O)C=1N=C2N(C(=CC=C2)N)C1 5-amino-imidazo[1,2-a]pyridine-2-carboxylic acid ethyl ester